C(C1=CC=CC=C1)C1=C(C(=C(N=N1)N1CCC(CC1)(C1=NC=C(C=C1)C(C)(C)O)O)C)C 1'-(6-benzyl-4,5-dimethyl-pyridazin-3-yl)-5-(1-hydroxy-1-methyl-ethyl)-2',3',5',6'-tetrahydro-1'h-[2,4]bipyridin-4'-ol